2-(6-(4-(4-(2,6-dioxopiperidin-3-yl)-3-fluorobenzyl)piperazin-1-yl)-1-oxoisoindolin-2-yl)-2-(5-fluoro-2-hydroxyphenyl)-N-(thiazol-2-yl)acetamide O=C1NC(CCC1C1=C(C=C(CN2CCN(CC2)C2=CC=C3CN(C(C3=C2)=O)C(C(=O)NC=2SC=CN2)C2=C(C=CC(=C2)F)O)C=C1)F)=O